CN(CCNC(OC(C)(C)C)=O)CC=1OC(OC1C)=O Tert-butyl (2-(methyl((5-methyl-2-oxo-1,3-dioxol-4-yl)methyl)amino)ethyl)carbamate